CN1N=C(C(=C1)NC(=O)C=1N=C(OC1)C1=CC(=NC=C1)NCC(F)(F)F)N1C(NCC1)=O N-(1-Methyl-3-(2-oxoimidazolidin-1-yl)-1H-pyrazol-4-yl)-2-(2-((2,2,2-trifluoroethyl)amino)pyridin-4-yl)-1,3-oxazole-4-carboxamide